C(C)(C)(C)N1N=C(C(=C1NC(CC(C)(C)O)=O)C)C1CC(C1)(F)F N-(1-(tert-butyl)-3-(3,3-difluorocyclobutyl)-4-methyl-1H-pyrazol-5-yl)-3-hydroxy-3-methylbutanamide